C[SiH]([Si]([Si](OC)(C)C)(C)C)C hexamethyl-methoxytrisilane